Cl.NC(CC)C1=CC(=CS1)C1=CC(=CC=2C=COC21)COC2=C(C=CC=C2)CC(=O)O 2-(2-((7-(5-(1-aminopropyl)thiophen-3-yl)benzofuran-5-yl)methoxy)phenyl)acetic acid hydrochloride